N-((4-(((4-ethylmorpholin-2-yl)methyl)amino)-3-nitrophenyl)sulfonyl)benzamide C(C)N1CC(OCC1)CNC1=C(C=C(C=C1)S(=O)(=O)NC(C1=CC=CC=C1)=O)[N+](=O)[O-]